S1N=CCN1 1,2,5-thiadiazoline